C(#C)C=1C=C(NC1)C(=O)O 4-ETHYNYL-1H-PYRROLE-2-CARBOXYLIC ACID